N1=CC=C(C=C1)\C(\C=N\NC(NCC)=S)=N\NC(NCC)=S (2Z,2'E)-2,2'-(1-(pyridin-4-yl)ethane-1,2-diylidene)bis(N-ethylhydrazine-1-carbothioamide)